CN1N=CC(=C1NC(O[C@H](C)C=1C(=NC=CC1)Cl)=O)C1=NC=C(C=C1)NS(=O)(=O)C (R)-1-(2-chloropyridin-3-yl)ethyl (1-methyl-4-(5-(methylsulfonamido) pyridin-2-yl)-1H-pyrazol-5-yl)carbamate